(2R,3S)-3-((6-fluoro-2-(2-methoxy-7-methylquinoxalin-5-yl)thiazolo[5,4-b]pyridin-5-yl)oxy)butan-2-yl (2-(2-hydroxyethoxy)pyrimidin-5-yl)carbamate OCCOC1=NC=C(C=N1)NC(O[C@H](C)[C@H](C)OC1=C(C=C2C(=N1)SC(=N2)C2=C1N=CC(=NC1=CC(=C2)C)OC)F)=O